N-ethyl-N-(2-hydroxyethyl)-2-thioxo-1,2-dihydropyridine-3-carboxamide C(C)N(C(=O)C=1C(NC=CC1)=S)CCO